ClC=1C(=NC(=NC1)NC=1C=NC=2N(C1)N=CC2)C2=CN(C1=CC(=CC=C21)NC(C=C)=O)C N-[3-[5-chloro-2-(pyrazolo[1,5-a]pyrimidin-6-ylamino)pyrimidin-4-yl]-1-methyl-indol-6-yl]prop-2-enamide